ClC1=C(C=CC=C1)C=1N(C2=C(C(=NC=C2)N2CCN(CC2)C)N1)C1CCOCC1 2-(2-chlorophenyl)-4-(4-methylpiperazin-1-yl)-1-(tetrahydro-2H-pyran-4-yl)-1H-imidazo[4,5-c]pyridine